[N+](=O)([O-])C=1C(NC=CC1)=O 3-nitro-2(1H)-pyridone